ClC1=C(C=2N=C(N=C(C2C=N1)N1C[C@H]2CC[C@@H](C1)N2C(=O)OC(C)(C)C)OCC21CC(CN1CC(C2)F)=C)F tert-butyl (1R,5S)-3-(7-chloro-8-fluoro-2-((2-fluoro-6-methylenetetrahydro-1H-pyrrolizin-7a(5H)-yl)methoxy)pyrido[4,3-d]pyrimidin-4-yl)-3,8-diazabicyclo[3.2.1]octane-8-carboxylate